OCC1=NC=CC=2C3=CC=CC=C3NC12 1-hydroxymethyl-β-carboline